CC1=CC=C(C=C1)S(=O)(=O)[O-].[NH+]1=CC=CC=C1.C(CCCC#CC)O hept-5-yn-1-ol Pyridinium p-toluenesulfonate